9-[2-(2,6-dioxo-3-piperidyl)-1,3-dioxo-isoindolin-4-yl]oxynonanoic acid O=C1NC(CCC1N1C(C2=CC=CC(=C2C1=O)OCCCCCCCCC(=O)O)=O)=O